2,5-dimethyl-4-cyanoiodobenzene CC1=C(C=C(C(=C1)C#N)C)I